8-((2s,5r)-4-(4-isopropylbenzyl)-2,5-dimethylpiperazin-1-yl)-5-methyl-6-oxo-5,6-dihydro-1,5-naphthyridine-2-carbonitrile C(C)(C)C1=CC=C(CN2C[C@@H](N(C[C@H]2C)C2=CC(N(C=3C=CC(=NC23)C#N)C)=O)C)C=C1